methyl (1R,3S,4aR,4bS,6R,8aR,10aR)-3-acetoxy-10a-methyl-4,8-dioxo-6-(m-tolyl)tetradecahydrophenanthrene-1-carboxylate C(C)(=O)O[C@H]1C[C@H]([C@@]2(CC[C@H]3C(C[C@@H](C[C@@H]3[C@H]2C1=O)C=1C=C(C=CC1)C)=O)C)C(=O)OC